CC1CC(C(NC1)=O)C(=O)C1CC2(C1)CCC2 5-methyl-2-oxo-3-(spiro[3.3]heptane-2-carbonyl)piperidine